3-(3-acetoxypropyl)-6-chloro-7-(2-(((4-methoxybenzyl)oxy)methyl)-5,6-dihydro-4H-Pyrrolo[1,2-b]Pyrazol-3-yl)-1-methyl-1H-indole-2-carboxylic acid methyl ester COC(=O)C=1N(C2=C(C(=CC=C2C1CCCOC(C)=O)Cl)C1=C2N(N=C1COCC1=CC=C(C=C1)OC)CCC2)C